NC1=C(C(=O)NC(C)C)C=C(C=N1)C1=C(C=C(C=C1)NC(C(C)(C1=CC=CC=C1)O)=O)C 2-amino-5-(4-(2-hydroxy-2-phenylpropionamido)-2-methylphenyl)-N-isopropylnicotinamide